3-(5-(tert-butylamino)-2-(6-methylpyridin-2-yl)thieno[3,2-b]pyridin-7-ylamino)-1-propanol C(C)(C)(C)NC1=CC(=C2C(=N1)C=C(S2)C2=NC(=CC=C2)C)NCCCO